C12CN(CC2C1)C(=O)C1=CC=C(C=C1)CNC1=NC=NC2=C1SC=1N=NC(=C(C12)C)C 3-azabicyclo[3.1.0]hexane-3-yl-[4-[[(3,4-dimethylpyrimido[4',5':4,5]thieno[2,3-c]pyridazin-8-yl)amino]methyl]phenyl]methanone